2-(2-oxo-oxazolidin-3-yl)acetic acid O=C1OCCN1CC(=O)O